(S)-ethyl 5-amino-3-(4-((5-fluoro-2-methoxybenzamido) methyl) phenyl)-1-(1,1,1-trifluoropropan-2-yl)-1H-pyrazole-4-carboxylate NC1=C(C(=NN1[C@H](C(F)(F)F)C)C1=CC=C(C=C1)CNC(C1=C(C=CC(=C1)F)OC)=O)C(=O)OCC